C(C)C1=C(C=CC=C1)CN1[C@H](CCC1=O)CC(=O)N[C@H](C(=O)O)CC1=CC=CC=C1 (2S)-2-[[2-[(2R)-1-[(2-ethylphenyl)methyl]-5-oxopyrrolidin-2-yl]acetyl]amino]-3-phenylpropionic acid